C(C1=CC=CC=C1)C1(CN(CC1)S(=O)(=O)C1=NN(N=C1)C)C=1C=C2C=NNC2=CC1C#N 5-(3-benzyl-1-((2-methyl-2H-1,2,3-triazol-4-yl)sulfonyl)pyrrolidin-3-yl)-1H-indazole-6-carbonitrile